(R)-2-amino-N-((S)-1-(((S)-4-amino-1-(3-(cyclohexylmethyl)-1,2,4-oxadiazol-5-yl)butyl)amino)-3-(4-hydroxy-2,6-dimethylphenyl)-1-oxopropan-2-yl)-5-(2-amino-1H-imidazol-1-yl)pentanamide N[C@@H](C(=O)N[C@H](C(=O)N[C@@H](CCCN)C1=NC(=NO1)CC1CCCCC1)CC1=C(C=C(C=C1C)O)C)CCCN1C(=NC=C1)N